ClN1C(N(CC1)CCOC1=C(C2=CC=CC=C2C=C1)C#[N+][O-])=O 2-[2-(3-Chloro-2-oxoimidazolidin-1-yl)ethoxy]-1-naphthonitrile oxide